N-(allyloxy)-5-((2-amino-3-fluoropyridin-4-yl)methyl)-3,4-difluoro-2-((2-fluoro-4-iodophenyl)amino)benzamide C(C=C)ONC(C1=C(C(=C(C(=C1)CC1=C(C(=NC=C1)N)F)F)F)NC1=C(C=C(C=C1)I)F)=O